C([O-])([O-])=O.[Ra+2] Radium carbonat